(R)-3-(azetidin-3-yl(methyl)amino)-N-(3-(dimethylamino)-1-(naphthalen-1-yl)propyl)benzamide N1CC(C1)N(C=1C=C(C(=O)N[C@H](CCN(C)C)C2=CC=CC3=CC=CC=C23)C=CC1)C